1-(tert-Butoxycarbonyl)-2-carboxy-3a-hydroxy-6-acetoxy-1,2,3,3a,8,8a-hexahydropyrrolo[2,3-b]indole C(C)(C)(C)OC(=O)N1C(CC2(C1NC1=CC(=CC=C21)OC(C)=O)O)C(=O)O